(S)-2-(((5-chloro-2-methylpyridin-3-yl)(methyl)amino)methyl)-N-(3-cyclohexyl-1-(cyclopropylamino)-1-oxopropan-2-yl)thiazole-5-carboxamide ClC=1C=C(C(=NC1)C)N(C)CC=1SC(=CN1)C(=O)N[C@H](C(=O)NC1CC1)CC1CCCCC1